C(C)C(CN1C=[N+](C=C1)C(C)C)CCCC 1-(2-ethylhexyl)-3-isopropylimidazolium